FC1=C(C=NC=C1)C1CN(C1)C(=O)OC(C)(C)C tert-butyl 3-(4-fluoro-3-pyridyl)azetidine-1-carboxylate